C(#C)C1=C2C(=NC(=N1)NCC1=CC=C(C=C1)OC)N(N=C2)C 4-ethynyl-N-(4-methoxybenzyl)-1-methyl-1H-pyrazolo[3,4-d]Pyrimidine-6-amine